Ethyl 5-chloro-3-(methylthio)-1,2,4-triazine-6-carboxylate ClC=1N=C(N=NC1C(=O)OCC)SC